C[C@@H]1N(CC[C@]2(C1)OCCC1=C2SC(=C1)C(F)(F)F)C1C(COC1)O 4-[(2'S,7R)-2'-methyl-2-(trifluoromethyl)spiro[4,5-dihydrothieno[2,3-c]pyran-7,4'-piperidin]-1'-yl]tetrahydrofuran-3-ol